C(CCCCCCCC=CC=CC=CCCCC)(=O)O 1Z-octadeca-9,11,13-trienoic acid